ClC=1C(=NC2=CC(=C(N=C2C1N[C@H](C1=CC(=CC(=C1)F)F)C1CC1)C=1C=NC(=CC1)P(=O)(C)C)F)C 3-chloro-N-[(S)-cyclopropyl(3,5-difluorophenyl)methyl]-6-[6-(dimethylphosphoryl)pyridin-3-yl]-7-fluoro-2-methyl-1,5-naphthyridin-4-amine